CC1([C@H]2CC(=C[C@@H]1C2)C=2N(C=CC2F)C2=CC=CC=C2)C 2-((1S,5R)-6,6-dimethylbicyclo[3.1.1]hept-2-en-3-yl)-3-fluoro-1-phenyl-1H-pyrrole